Methyl 2-((1-(2-(3-azabicyclo[3.1.0]hexan-3-yl)-3,6-dimethyl-4-oxo-3,4-dihydroquinazolin-8-yl)ethyl)amino)-4-cyanobenzoate C12CN(CC2C1)C1=NC2=C(C=C(C=C2C(N1C)=O)C)C(C)NC1=C(C(=O)OC)C=CC(=C1)C#N